FC1=C(C(=CC(=C1)OC)F)C1=C(C(N(N1C)C1=NC(=CC(=C1)C1CCNCC1)C)=O)NC(C1=CC=C(C=C1)OC(F)F)=O N-(5-(2,6-Difluoro-4-methoxyphenyl)-1-methyl-2-(6-methyl-4-(piperidin-4-yl)pyridin-2-yl)-3-oxo-2,3-dihydro-1H-pyrazol-4-yl)-4-(difluoromethoxy)benzamide